ClC1=C(C=CC2=C1C=NCC(N2)=O)C 6-chloro-7-methyl-1,3-dihydro-1,4-benzodiazepine-2-One